2-(((4-methylmorpholin-2-yl)methyl)amino)-4-phenyl-5,7-dihydro-6H-pyrrolo[3,4-d]pyrimidine-6-carbonitrile CN1CC(OCC1)CNC=1N=C(C2=C(N1)CN(C2)C#N)C2=CC=CC=C2